N1=CC=CC2=CC(=CC=C12)CC(=O)N1CCC(CC1)N1C(NC2=C1C(=CC=C2)C(F)(F)F)=O (1-(2-(quinolin-6-yl)acetyl)piperidin-4-yl)-7-(trifluoromethyl)-1H-benzo[d]imidazol-2(3H)-one